C(C)C=1C=C(C=CC1C1=CC=C2C(=NNC2=C1F)C=1NC=C(N1)C=1CN(CCC1)C1CC(C1)O)O 3-ethyl-4-(7-fluoro-3-(4-(1-(3-hydroxycyclobutyl)-1,2,5,6-tetrahydropyridin-3-yl)-1H-imidazol-2-yl)-1H-indazol-6-yl)phenol